(dimethylamino)-4-fluoro-[1,1'-biphenyl] CN(C)C1=C(C=CC(=C1)F)C1=CC=CC=C1